CC=1C[C@@H]([C@H](CC1)C)\C=C(\C(CC)O)/C (E)-1-((1s,6s)-3,6-dimethylcyclohex-3-en-1-yl)-2-methylpent-1-en-3-ol